C1(CC1)N1N=CC=C1 1-cyclopropyl-pyrazole